Tert-Butyl 2-[11-chloro-2-oxo-7-(trifluoromethyl)-7,8-dihydro-2H-[3]benzoxocino[5,6-c]pyridin-3(5H)-yl]-3-[(2S)-tetrahydro-2H-pyran-2-yl]propanoate ClC=1C=CC2=C(C1)C=1C(=CN(C(C1)=O)C(C(=O)OC(C)(C)C)C[C@H]1OCCCC1)COC(C2)C(F)(F)F